ClC=1C=C(C(=O)N[C@H]2COC[C@@H]2O)C=CC1N1CCNCC1 3-Chloro-N-((3S,4R)-4-hydroxytetrahydrofuran-3-yl)-4-(piperazin-1-yl)benzamide